C(#N)C1=C(C=C(C=C1)F)C1(CC1)C(=O)[O-] 1-(2-cyano-5-fluorophenyl)cyclopropane-1-carboxylate